FC1=C(C=CC2=C1CNS2(=O)=O)NC2=NNC(=C2)[C@H]2C[C@H](CC2)N2N=CC=C(C2=O)C2=CC=CC=C2 cis-2-(3-(3-((4-fluoro-1,1-dioxido-2,3-dihydrobenzo[d]isothiazol-5-yl)amino)-1H-pyrazol-5-yl)cyclopentyl)-4-phenylpyridazin-3(2H)-one